2-chloro-3-nitro-N-(3-(pyrrolidin-1-yl)benzyl)quinolin-4-amine ClC1=NC2=CC=CC=C2C(=C1[N+](=O)[O-])NCC1=CC(=CC=C1)N1CCCC1